OCCCCCC(=O)OC(CCC)O α-hydroxybutyl ε-hydroxycaproate